ClC=1C=C(C(=O)NC2=CC=C(C=C2)CC[C@@H]2NCCCC2)C=CC1Cl |r| (RS)-3,4-Dichloro-N-(4-(2-(piperidin-2-yl)-ethyl)-phenyl)-benzamid